2-acetyl-ethylamine C(C)(=O)CCN